[C@H]12CN(C[C@H](CC1)N2)C2=NC(=NC1=C(C(=CC=C21)C2=CC(=CC1=CC=CC=C21)O)F)C2=CC(=CC1=CC=CC=C21)O 4,4'-(4-((1R,5S)-3,8-diazabicyclo[3.2.1]octan-3-yl)-8-fluoroquinazoline-2,7-diyl)bis(naphthalen-2-ol)